ClC=1C=CC(=C(C1)S(=O)(=O)NC1=C(C(=C(C=C1)F)C#C)F)C 5-chloro-N-(3-ethynyl-2,4-difluorophenyl)-2-methylbenzenesulfonamide